C(C)(C)(C)OC(=O)NC1=CC(=NC=C1)C#CCN(C(OCC1=CC=CC=C1)=O)C benzyl N-[3-[4-(tert-butoxycarbonylamino)-2-pyridyl]prop-2-ynyl]-N-methyl-carbamate